3-chloro-5-(2-(4-((2-(4-((1'-(2-(2,6-dioxopiperidin-3-yl)-1,3-dioxoisoindolin-5-yl)-[4,4'-bipiperidin]-1-yl)methyl)piperidin-1-yl)pyrimidin-4-yl)methoxy)phenyl)propan-2-yl)benzonitrile ClC=1C=C(C#N)C=C(C1)C(C)(C)C1=CC=C(C=C1)OCC1=NC(=NC=C1)N1CCC(CC1)CN1CCC(CC1)C1CCN(CC1)C=1C=C2C(N(C(C2=CC1)=O)C1C(NC(CC1)=O)=O)=O